COC=1C=C2CCCCN2C(C1)=O 2-methoxy-6,7,8,9-tetrahydro-4H-quinolizin-4-one